FC1=CC=C(C=C1)[C@@H]1[C@@H](C2=CC=C(C=C2CC1)O)C1=CC=C(OC2CC3CC(CC3C2)N2CCN(CC2)C=2C=C3CN(C(C3=C(C2)OC)=O)C2C(NC(CC2)=O)=O)C=C1 3-[5-[4-[5-[4-[(1R,2S)-2-(4-fluorophenyl)-6-hydroxy-tetralin-1-yl]phenoxy]-1,2,3,3a,4,5,6,6a-octahydropentalen-2-yl]piperazin-1-yl]-7-methoxy-1-oxo-isoindolin-2-yl]piperidine-2,6-dione